ClC=1C=CC=C2C=C(NC12)C(=O)N1C2CC(C(C1C(=O)NC(CC1C(NCC1)=O)C=C(S(=O)(=O)C)F)CC2)(F)F 2-(7-chloro-1H-indole-2-carbonyl)-5,5-difluoro-N-(4-fluoro-4-(methylsulfonyl)-1-(2-oxopyrrolidin-3-yl)but-3-en-2-yl)-2-azabicyclo[2.2.2]octane-3-carboxamide